COC1=C(C(=CC=C1)OC)S(=O)(=O)NC1=NOC2=C1C(=CC(=C2)COC)OC 2,6-dimethoxy-N-(4-methoxy-6-(methoxymethyl)benzo[d]isoxazol-3-yl)benzenesulfonamide